COCCOC1CCC(CC1)NC(=O)C1=C2C(=NC(=C1)C1=CN=CS1)C=NN2 N-((1r,4r)-4-(2-methoxyethoxy)cyclohexyl)-5-(thiazol-5-yl)-1H-pyrazolo[4,3-b]pyridine-7-carboxamide